ClC1=CC=2N(C=C1)C=NC2C(C(=O)OC)OC methyl 2-(7-chloroimidazo[1,5-a]pyridin-1-yl)-2-methoxyacetate